C(C)OC(C(C1=CC=CC=C1)NCC(C)C=1C=NC(=NC1)C)=O 2-((2-(2-methylpyrimidin-5-yl)propyl)amino)-2-phenylacetic acid ethyl ester